OC1=C(N(C=CC1=O)CC(CCCCCC)NC(C(=C)C)=O)C 3-hydroxy-1-(β-methacrylamidooctyl)-2-methyl-4(1H)-pyridinone